(4-((3-ethyl-2-oxo-1,2-dihydrothieno[2,3-b]pyrazin-6-yl)methyl)piperazin-1-yl)-N,6-dimethylpyridinecarboxamide C(C)C=1C(NC2=C(N1)SC(=C2)CN2CCN(CC2)C=2C(=NC(=CC2)C)C(=O)NC)=O